C(C)O[Si](CCC/C(/C(=O)O)=C/C(=O)N)(OCC)OCC [3-(triethoxysilyl)propyl]maleamic acid